CN(CCC=1C(=CC(N(C1)[C@H](C(=O)NCCC(=O)O)CC(C)C)=O)C(F)(F)F)C 3-((S)-2-(5-(2-(dimethylamino)ethyl)-2-oxo-4-(trifluoromethyl)pyridin-1(2H)-yl)-4-methylpentanamido)propanoic acid